ClC1=NC=CC(=C1CCCOC1OCCCC1)F 2-Chloro-4-fluoro-3-[3-(3,4,5,6-tetrahydro-2H-pyran-2-yloxy)propyl]pyridine